rac-(4aS,9bS)-7-(trifluoromethoxy)-1,2,3,4,4a,9b-hexahydrobenzofuro[3,2-b]pyridine FC(OC1=CC2=C(C=C1)[C@@H]1NCCC[C@@H]1O2)(F)F |r|